C(C1=CC=CC=C1)N(C(C(=O)OCC)=O)CC1=C(C=C(C=C1)C)C ethyl 2-[benzyl-[(2,4-dimethylphenyl)methyl]amino]-2-oxo-acetate